Pyrrolo[2,3-e]Pyridine-6-carboxylate N=1C=CC=2C1CC(=CN2)C(=O)[O-]